FC1=CC=C(C=C1)C1=CC(=C(C=C1)NC(OC(C)(C)C)=O)NC(C1=CC=C(C=C1)S(=O)(=N)C=1C=NC=C(C1)C)=O tert-butyl N-[4-(4-fluorophenyl)-2-[[4-[(5-methyl-3-pyridyl)sulfonimidoyl]benzoyl]amino]phenyl]carbamate